2-amino-6-borono-2-(3-(methyl-((4-methylnaphthalen-1-yl)methyl)amino)propyl)hexanoic acid NC(C(=O)O)(CCCCB(O)O)CCCN(CC1=CC=C(C2=CC=CC=C12)C)C